3-[(3S)-1-[2-[(2-ethoxy-4-methoxy-phenyl)methylamino]acetyl]-3-piperidyl]benzamide C(C)OC1=C(C=CC(=C1)OC)CNCC(=O)N1C[C@@H](CCC1)C=1C=C(C(=O)N)C=CC1